ClC1=C(C=CC=C1)[C@H]1CC[C@H](N1C(=O)C1=CC=C(C=C1)C1=C(C=CC=C1)C#N)C(=O)O (2S,5R)-5-(2-chlorophenyl)-1-(2'-cyano-[1,1'-biphenyl]-4-carbonyl)pyrrolidine-2-carboxylic acid